COC=1C=C(CC(C(=O)N)CCCCC)C=CC1OCCCCCNC=1C2=CC=CC=C2N=C2CCCCC12 (3-methoxy-4-((5-((1,2,3,4-tetrahydroacridin-9-yl)amino)pentyl)oxy)benzyl)heptanamide